1-[3-(4-Chloro-2-methyl-2H-pyrazol-3-yl)-4-methoxy-phenyl]-(2,4-dichloro-phenyl)-urea ClC1=C(N(N=C1)C)C=1C=C(C=CC1OC)N(C(=O)N)C1=C(C=C(C=C1)Cl)Cl